(S)-N-(benzo[d]thiazol-5-ylmethyl)-N-(4,4-difluorocyclohexyl)-1-((R)-3-fluoro-4-methylphenylsulfonimidoyl)pyrrolidine-2-carboxamide S1C=NC2=C1C=CC(=C2)CN(C(=O)[C@H]2N(CCC2)[S@](=O)(=N)C2=CC(=C(C=C2)C)F)C2CCC(CC2)(F)F